C(C1=CC=CC=C1)N1CC2C(C1)CN(C2C(=O)N(C=2C=C(C=CC2)C)C)C2=NC(=CC(=C2C#N)C(F)(F)F)C (Rac)-5-benzyl-2-(3-cyano-6-methyl-4-(trifluoromethyl)pyridin-2-yl)-N-methyl-N-(m-tolyl)octahydropyrrolo[3,4-c]pyrrole-1-carboxamide